5β-cholestan-7α-ol-3-one C[C@H](CCCC(C)C)[C@H]1CC[C@@H]2[C@@]1(CC[C@H]3[C@H]2[C@@H](C[C@H]4[C@@]3(CCC(=O)C4)C)O)C